ClC1=CC=C(/C=C/C=2C(=NC=C(C(=O)O)C2)OC)C=C1 (E)-5-(4-chlorostyryl)-6-methoxynicotinic acid